O1COC2=C1C=CC=C2O[C@H](CCNC)C2=CC=CC=C2 R-3-[(Benzo[d][1,3]dioxolan-4-yl)-oxy]-N-methyl-3-phenylpropylamine